4-[[4-fluoro-3-[4-[2-(4-methoxy-1-piperidyl)acetyl]piperazine-1-carbonyl]phenyl]methyl]-2H-phthalazin-1-one FC1=C(C=C(C=C1)CC1=NNC(C2=CC=CC=C12)=O)C(=O)N1CCN(CC1)C(CN1CCC(CC1)OC)=O